O[C@H]1[C@H](N(CC1)C(=O)OC(C)(C)C)C(N(C=1C=C(C=CC1)C)C)=O (2S,3R)-tert-butyl 3-hydroxy-2-(methyl(m-tolyl)carbamoyl)pyrrolidine-1-carboxylate